C[C@@H]1[C@@](C1)(C1=NOC(N1)=O)N1C(=CC2=CC(=CC=C12)C1CCOCC1)C(=O)O 1-((1S,2S)-2-Methyl-1-(5-oxo-4,5-dihydro-1,2,4-oxadiazol-3-yl)cyclopropyl)-5-(tetrahydro-2H-pyran-4-yl)-1H-indole-2-carboxylic acid